benzyl 2,2-dimethyl-3-oxo-propionate CC(C(=O)OCC1=CC=CC=C1)(C=O)C